C(C)(C)(C)[In](C(C)(C)C)C(C)(C)C tri-tertbutylindium